ethyl 4-(3,3,3-trifluoropropyl)thiazole-2-carboxylate FC(CCC=1N=C(SC1)C(=O)OCC)(F)F